The molecule is a member of the class of menaquinones that is menaquinone-9 in which the double bond that is second nearest to the naphthoquinone moiety has been dihydrogenated. It has a role as a bacterial metabolite. It derives from a menaquinone-9. CC1=C(C(=O)C2=CC=CC=C2C1=O)C/C=C(\\C)/CCCC(C)CC/C=C(\\C)/CC/C=C(\\C)/CC/C=C(\\C)/CC/C=C(\\C)/CC/C=C(\\C)/CC/C=C(\\C)/CCC=C(C)C